ClC=1C=CC=2C(C3=CC=C(C=C3N(C2C1)C(=O)OC(C)(C)C)OCCN1CCOCC1)(C)C tert-butyl 3-chloro-9,9-dimethyl-6-(2-morpholinoethoxy)acridine-10(9H)-carboxylate